3-(((2S,3S,7aS,12bS)-2-((E)-1,3-dimethoxy-3-oxoprop-1-en-2-yl)-3-ethyl-8-meth-oxy-1,3,4,6,7,12b-hexahydroindolo-[2,3-a]quinolizin-7a(2H)-yl)oxy)-3-oxopropanoic acid CO\C=C(\C(=O)OC)/[C@@H]1[C@@H](CN2CC[C@]3(C([C@@H]2C1)=NC1=CC=CC(=C13)OC)OC(CC(=O)O)=O)CC